C(C(=C)C)(=O)O.C(CCCCCCCCCCCC)(=O)O tridecylic acid methacrylate